6-(3,3-Difluoropyrrolidin-1-yl)quinoline-4-carboxylic acid methyl ester COC(=O)C1=CC=NC2=CC=C(C=C12)N1CC(CC1)(F)F